6-(3,3,3-trifluoropropoxy)pyridine-3-carbaldehyde FC(CCOC1=CC=C(C=N1)C=O)(F)F